6-Chloro-1-[2-[2-(dimethyl-amino)ethyl-amino]-4,6-diisopropyl-pyrimidin-5-yl]-4-[(2S,5R)-2,5-dimethyl-4-prop-2-enoyl-piperazin-1-yl]-7-(2-fluoro-phenyl)pyrido[2,3-d]pyrimidin-2-one ClC1=CC2=C(N(C(N=C2N2[C@H](CN([C@@H](C2)C)C(C=C)=O)C)=O)C=2C(=NC(=NC2C(C)C)NCCN(C)C)C(C)C)N=C1C1=C(C=CC=C1)F